3-[4-fluoro-5-(1-hydroxyethyl)thiophen-2-yl]-2,2-dimethylpropanoic acid FC=1C=C(SC1C(C)O)CC(C(=O)O)(C)C